tert-Butoxycarbonyl-L-lysine methyl ester COC([C@@H](NC(=O)OC(C)(C)C)CCCCN)=O